C(CCOCCOCCOCCOCCOCCOCCOCCOC)(=O)ON1C(CCC1=O)=O succinimidyl 4,7,10,13,16,19,22,25-octaoxahexacosanoate